(E)-N,N'-(but-2-ene-1,4-diylbis(5-carbamoyl-7-methoxy-1H-benzo[d]imidazole-1,2-diyl))bis(4-ethyl-2-methyloxazole-5-carboxamide) C(\C=C\CN1C(=NC2=C1C(=CC(=C2)C(N)=O)OC)NC(=O)C2=C(N=C(O2)C)CC)N2C(=NC1=C2C(=CC(=C1)C(N)=O)OC)NC(=O)C1=C(N=C(O1)C)CC